FC(C1=NN=C(O1)C1=CC=2N(C=C1)C=C(N2)CN(C(=O)C2CN(C2)C(CO)C)C2=CC(=CC=C2)F)F N-((7-(5-(difluoromethyl)-1,3,4-oxadiazol-2-yl)imidazo[1,2-a]pyridin-2-yl)methyl)-N-(3-fluorophenyl)-1-(1-hydroxypropan-2-yl)azetidine-3-carboxamide